4-amino-7-chloro-8-(2-(methyl-d3)pyridin-3-yl)-N-propylisoquinoline-3-carboxamide NC1=C(N=CC2=C(C(=CC=C12)Cl)C=1C(=NC=CC1)C([2H])([2H])[2H])C(=O)NCCC